C1=C(C=CC2=CC=CC=C12)C=1C(=C(C2=CC=CC=C2C1)C1=CC=CC=C1)C#N 3-(naphthalen-2-yl)-1-phenyl-2-naphthalenecarbonitrile